8-(4-chloro-2-fluorophenyl)-3-(2-methoxyethyl)-2-methyl-6-(2-(1-methyl-1H-pyrazol-4-yl)morpholino)pyrimido[5,4-d]pyrimidin-4(3H)-one ClC1=CC(=C(C=C1)C1=NC(=NC2=C1N=C(N(C2=O)CCOC)C)N2CC(OCC2)C=2C=NN(C2)C)F